(3S)-N-[3-(2-[[(2R)-1-hydroxypropan-2-yl]amino]-6-[(1S,5R)-3-oxabicyclo[3.1.0]hexan-1-yl]pyridin-4-yl)-4-methylphenyl]-3-(2,2,2-trifluoroethyl)pyrrolidine-1-carboxamide OC[C@@H](C)NC1=NC(=CC(=C1)C=1C=C(C=CC1C)NC(=O)N1C[C@@H](CC1)CC(F)(F)F)[C@]12COC[C@@H]2C1